(R)-2-(3-((6-(3-hydroxy-5-(trifluoromethyl)pyridin-2-yl)-5-methyl-1,2,4-triazin-3-yl)amino)piperidine-1-yl)acetic acid OC=1C(=NC=C(C1)C(F)(F)F)C1=C(N=C(N=N1)N[C@H]1CN(CCC1)CC(=O)O)C